COC[C@@H]1N(CCC1)C=1OC2=C(N1)C=CC(=C2)N2C=C(C(C=C2C2=CC=C(C=C2)N2CCCCC2)=O)C(=O)O (R)-1-(2-(2-(methoxymethyl)pyrrolidin-1-yl)benzo[d]oxazol-6-yl)-4-oxo-6-(4-(piperidin-1-yl)phenyl)-1,4-dihydropyridine-3-carboxylic acid